acetylneuraminic acid, disodium salt [Na+].[Na+].C(C)(=O)C1C(C([O-])=O)(O)O[C@H]([C@@H]([C@H]1O)N)[C@H](O)[C@H](O)CO.C(C)(=O)C1C(C([O-])=O)(O)O[C@H]([C@@H]([C@H]1O)N)[C@H](O)[C@H](O)CO